N-((1R,2R,4S)-7-cyano-7-azabicyclo[2.2.1]heptan-2-yl)-3-(2-methylpropoxy)-4-(5-methyl-2-pyrazinyl)benzamide C(#N)N1[C@H]2[C@@H](C[C@@H]1CC2)NC(C2=CC(=C(C=C2)C2=NC=C(N=C2)C)OCC(C)C)=O